tert-butyl 6-((3-carbamoyl-6-(piperidin-1-yl) pyrazin-2-yl) amino)-3,4-dihydroisoquinoline-2(1H)-carboxylate C(N)(=O)C=1C(=NC(=CN1)N1CCCCC1)NC=1C=C2CCN(CC2=CC1)C(=O)OC(C)(C)C